tert-butyl 2-[7-(2-hydroxy-4,6-dimethyl-phenyl)-1,8-naphthyridin-2-yl]-1,4-oxazepane-4-carboxylate OC1=C(C(=CC(=C1)C)C)C1=CC=C2C=CC(=NC2=N1)C1OCCCN(C1)C(=O)OC(C)(C)C